ClC1=C(C=C(C=C1)C1=CN(C2=NC(=CC=C21)C(=O)N2C(C(NCC2)=O)(C)C)CC2=CC=C(C=C2)OC)F 4-(3-(4-chloro-3-fluorophenyl)-1-(4-methoxybenzyl)-1H-pyrrolo[2,3-b]pyridine-6-carbonyl)-3,3-dimethylpiperazin-2-one